[O-]CCCC.[Hf+4].[O-]CCCC.[O-]CCCC.[O-]CCCC Hafnium(IV) n-butoxide